C[Si](CCOC(N[C@H](C(=O)NCCN)CCN(C(CO)=O)[C@H](C(C)(C)C)C=1N(C=C(C1)C1=C(C=CC(=C1)F)F)CC1=CC=CC=C1)=O)(C)C 2-(trimethylsilyl)ethyl-{(2S)-1-[(2-aminoethyl)amino]-4-[{(1R)-1-[1-benzyl-4-(2,5-difluorophenyl)-1H-pyrrol-2-yl]-2,2-dimethylpropyl}(glycoloyl)amino]-1-oxobutan-2-yl}carbamate